(4-(((6-((3R,5S)-3,5-Dimethylpiperazin-1-yl)pyridin-2-yl)methyl)amino)-7-tosyl-7H-pyrrolo[2,3-d]pyrimidin-5-yl)boronic acid C[C@@H]1CN(C[C@@H](N1)C)C1=CC=CC(=N1)CNC=1C2=C(N=CN1)N(C=C2B(O)O)S(=O)(=O)C2=CC=C(C)C=C2